CC1(C(C(N(C(C1([2H])[2H])[2H])[2H])(C1=NC=CC(=C1)C)[2H])([2H])[2H])[2H] 4,4'-dimethyl-2,2'-bipyridine-d8